1-methyl-5-pyrrolidinone CN1CCCC1=O